2-Chloropyrimidine-4-carbonitrile ClC1=NC=CC(=N1)C#N